FC=1C=C(C=CC1)N(C(=O)NC=1C=NC(=CC1)C)C1CCN(CC1)CC=1C=NC(=CC1)OC1=CC=C(C=C1)S(=O)(=O)N1CCN(CC1)C N-(3-fluorophenyl)-N-{1-[(6-{4-[(4-methyl-1-piperazinyl)sulfonyl]phenoxy}-3-pyridinyl)methyl]-4-piperidinyl}-N'-(6-methyl-3-pyridinyl)urea